O=C1NC(CCC1N1CCC2=CC=C(C=C12)C#CCNC(C1=NC=C(C=C1)C=1N=CC2=C(C=CC=C2C1)C1=CC2=C(N(C(N2C)=O)C)C(=C1)C(C)C)=O)=O N-(3-(1-(2,6-dioxo-piperidin-3-yl)indolin-6-yl)prop-2-yn-1-yl)-5-(8-(7-isopropyl-1,3-dimethyl-2-oxo-2,3-dihydro-1H-benzo[d]imidazol-5-yl)isoquinolin-3-yl)picolinamide